C(C1=CC=CC=C1)O[C@H]1[C@](O[C@@H]([C@H]1OCC1=CC=CC=C1)COCC1=CC=CC=C1)(O)C1=CSC=2C1=NC(=CC2N2CCCC2)Cl (2S,3R,4R,5R)-3,4-bis(benzyloxy)-5-[(benzyloxy)methyl]-2-[5-chloro-7-(pyrrolidin-1-yl)thieno[3,2-b]pyridin-3-yl]oxolan-2-ol